3-ethyl-2-methyl-1-pentanol C(C)C(C(CO)C)CC